((1R,4R)-4-(2-chloro-5-methyl-7-oxopyrido[2,3-d]pyrimidin-8(7H)-yl)cyclohexyl)carbamic acid tert-butyl ester C(C)(C)(C)OC(NC1CCC(CC1)N1C(C=C(C2=C1N=C(N=C2)Cl)C)=O)=O